3,5-dimethoxymethylbiphenyl COCC=1C=C(C=C(C1)COC)C1=CC=CC=C1